C(CCCC=CC)[Si](OCC)(C)C 5-heptenyldimethylethoxysilane